propargylcytidine C(C#C)[C@@]1([C@H](O)[C@H](O)[C@@H](CO)O1)N1C(=O)N=C(N)C=C1